4-[3-[2,6-Dichloro-4-(4-methyl-4,7-diazaspiro[2.5]oct-7-yl)benzoyl]-2,4-dihydro-1,3-benzoxazin-8-yl]-5-fluoro-2-(3-oxa-8-azabicyclo[3.2.1]oct-8-yl)benzoic acid ClC1=C(C(=O)N2COC3=C(C2)C=CC=C3C3=CC(=C(C(=O)O)C=C3F)N3C2COCC3CC2)C(=CC(=C1)N1CCN(C2(CC2)C1)C)Cl